CN1C=CC2=CC=CC(=C12)CNCC(=O)O 2-{[(1-methyl-1H-indol-7-yl)methyl]amino}acetic acid